C(C)(C)(C)OC(=O)N1CC=2C(C=3C=C(C(=CC13)C1=C(C=NC=C1C)C)OC)=NN(C2)CC2=CC=CC=C2 2-benzyl-7-(3,5-dimethylpyridin-4-yl)-8-methoxy-2H-pyrazolo[4,3-c]Quinoline-5(4H)-carboxylic acid tert-butyl ester